FC(C=1C(=NC=CC1)C1=CN=C(C(=N1)C(=O)OC)NC(=O)OC(C)(C)C)(F)F methyl 6-(3-trifluoromethylpyridin-2-yl)-3-t-butoxycarbonylamino-2-pyrazinecarboxylate